C(C)(C)(C)OC(=O)N(CCC=1SC=C(N1)C(=O)OCC)CCC1=NC2=C(N1)C=CC(=C2)F ethyl 2-(2-{[(tert-butoxy) carbonyl] [2-(5-fluoro-1H-1,3-benzodiazol-2-yl) ethyl] amino} ethyl)-1,3-thiazole-4-carboxylate